CCCCCCCCCCCCC/C=C/C(=O)[O-] The molecule is a straight-chain unsaturated fatty acid anion that is the conjugate base of (E)-hexadec-2-enoic acid, obtained by deprotonation of the carboxy group. It is an unsaturated fatty acid anion, a long-chain fatty acid anion and a straight-chain fatty acid anion. It is a conjugate base of an (E)-hexadec-2-enoic acid.